C(C)(C)(C)C1CN[C@@H]2[C@H](O1)[C@@H](CC2)OCC2=CC=CC=C2 |o1:7,8,10| tert-butyl-rel-(4aS,7R,7aS)-7-(benzyloxy)-octahydrocyclopenta[b][1,4]oxazine